[N-]=C=O.[N-]=C=O.C1CCCCC1 cyclohexan diisocyanate